[Si](C1=CC=CC=C1)(C1=CC=CC=C1)(C(C)(C)C)OC[C@@H]1CC[C@@]2(CCCN12)COC=1N=C(C2=C(N1)C(=C(N=C2)Cl)F)N2CCC(CCC2)C#N 1-(2-(((3S,7aS)-3-(((tert-butyldiphenylsilyl)oxy)methyl)tetrahydro-1H-pyrrolizin-7a(5H)-yl)methoxy)-7-chloro-8-fluoropyrido[4,3-d]pyrimidin-4-yl)azepane-4-carbonitrile